N,N-dimethyl-aminobutyric acid hydrochloride Cl.CN(C)C(C(=O)O)CC